1-ethyl-4-[2-methyl-4-[Rac-(3S)-3-methyl-2,3,4,5-tetrahydropyridin-6-Yl]phenyl]Piperazine C(C)N1CCN(CC1)C1=C(C=C(C=C1)C=1CC[C@@H](CN1)C)C |r|